ClC=1C=C(C=CC1Cl)C1(C(NC(CC1)=O)=O)CCC(=O)O 3-(3-(3,4-dichlorophenyl)-2,6-dioxopiperidin-3-yl)propanoic acid